N-(Pyridazin-3-yl)-3-(((7-(pyridin-4-yl)-2,3-dihydrofuro[3,2-c]pyridin-4-yl)amino)methyl)benzamid N1=NC(=CC=C1)NC(C1=CC(=CC=C1)CNC1=NC=C(C2=C1CCO2)C2=CC=NC=C2)=O